C(C)(C)(C)OC(=O)N1C2(CNCC1CC2)C2=CC=1CCC(CC1C=C2)N (6-amino-5,6,7,8-tetrahydronaphthalen-2-yl)-3,8-diazabicyclo[3.2.1]octane-8-carboxylic acid tert-butyl ester